2-[(1-[[2-(trimethylsilyl)ethoxy]methyl]indol-6-yl)amino]-3H-quinazolin-4-one C[Si](CCOCN1C=CC2=CC=C(C=C12)NC1=NC2=CC=CC=C2C(N1)=O)(C)C